NC1CCN(CC1)C=1N(C(C(=C(N1)C1=CC(=C(C#N)C=C1)F)C1=CC=C(C=C1)OCCO)=O)C 4-[2-(4-aminopiperidin-1-yl)-5-[4-(2-hydroxyethoxy)phenyl]-1-methyl-6-oxopyrimidin-4-yl]-2-fluorobenzonitrile